6-Chloro-1-methyl-8-pyridin-4-yl-9H-pyrido[3,4-b]indole ClC=1C=C2C3=C(NC2=C(C1)C1=CC=NC=C1)C(=NC=C3)C